methyl 3-(4-cyanophenyl)-3H-imidazo[4,5-b]pyridine-6-carboxylate C(#N)C1=CC=C(C=C1)N1C=NC=2C1=NC=C(C2)C(=O)OC